(2S)-2-[9H-fluoren-9-ylmethoxycarbonylamino]-3-(4-iodophenyl)propionic acid C1=CC=CC=2C3=CC=CC=C3C(C12)COC(=O)N[C@H](C(=O)O)CC1=CC=C(C=C1)I